FC1(CCC(CC1)NC1=NC(=CC(=C1)C(O)C=1OC=CN1)N1N=C(C=C1C)C)F (2-((4,4-difluorocyclohexyl)amino)-6-(3,5-dimethyl-1H-pyrazol-1-yl)pyridin-4-yl)(oxazol-2-yl)methanol